CN1C=NC(=C1)[Sn](CCCC)(CCCC)CCCC 1-methyl-4-(tributylstannyl)imidazole